S(=O)(=O)([O-])[O-].COC1=[NH+]C=CC=C1.COC1=[NH+]C=CC=C1 2-methoxypyridinium sulfate salt